ClC1=C(OCC=2C=C(C(=O)O)C=C(C2)C2CC2)C=CC(=C1)C(F)(F)F 3-((2-chloro-4-(trifluoromethyl)phenoxy)methyl)-5-cyclopropylbenzoic acid